2-[2-(diethylamino)ethoxy]-N-methyl-N-hexyl-acetamide C(C)N(CCOCC(=O)N(CCCCCC)C)CC